N-(1-tert-butylpiperidin-4-yl)-2-(1-phenyl-1H-pyrazol-4-yl)-1,3-thiazole-4-carboxamide C(C)(C)(C)N1CCC(CC1)NC(=O)C=1N=C(SC1)C=1C=NN(C1)C1=CC=CC=C1